tert-butyl 4-(2-(2,6-dioxopiperidin-3-yl)-4-fluoro-1-oxoisoindolin-5-yl)-3-hydroxypiperidine-1-carboxylate O=C1NC(CCC1N1C(C2=CC=C(C(=C2C1)F)C1C(CN(CC1)C(=O)OC(C)(C)C)O)=O)=O